C1(=CC=CC=C1)C1=NC(=NC(=N1)C1=CC=CC=C1)C1=CC=C(C=C1)Br 2,4-diphenyl-6-(4-bromophenyl)-1,3,5-triazine